ClC1=CC=C(C=C1)NC(CCC=C)=O N-(4-chlorophenyl)pent-4-enamide